5-(5-phenyl-1,2,4-oxadiazole-3-yl)-2-isopropylbenzene C1(=CC=CC=C1)C1=NC(=NO1)C=1C=CC(=CC1)C(C)C